FC(C(=C)F)(F)F 3,3,3,2-Tetrafluoroprop-1-en